1-methyl-3-[[2-[3-(3-nitrophenyl)oxetan-3-yl]acetyl]amino]thiourea CNC(=S)NNC(CC1(COC1)C1=CC(=CC=C1)[N+](=O)[O-])=O